ClC=1C2=CC=C(C3=CC=C4C(=CC=C(C1)C4=C32)C3=CC=C2C=4C=C1C(=CC4N(C2=C3)C3=CC=CC=C3)C=CC=C1)C1=CC=C3C=2C=C4C(=CC2N(C3=C1)C1=CC=CC=C1)C=CC=C4 3,3'-(4-chloropyrene-1,8-diyl)bis(5-phenyl-5H-benzo[b]carbazole)